tungsten-copper oxide [Cu]=O.[W]